ClC1=C2C=CC(=NC2=CC(=N1)Cl)O 5,7-dichloro-1,6-naphthyridin-2-ol